Cl.COC(C1=C(N=CC=C1)C1=CC=C2CC3(CCNCC3)OC(C2=C1)=O)=O (1-oxo-spiro[isochroman-3,4'-piperidin]-7-yl)nicotinic acid methyl ester hydrochloride